1-(N-(4-cyclobutoxy-3-(dimethylamino)phenyl)propiolamido)cyclopentane-1-carboxamide C1(CCC1)OC1=C(C=C(C=C1)N(C(C#C)=O)C1(CCCC1)C(=O)N)N(C)C